1-[4-n-propoxypiperidinamido](2E,4E,6E,8E,10E,12E,14E,16Z,18E)-4,8,13,17-tetramethyleicosane C(CC)OC1CCN(CC1)C(=O)NCCCC(CCCC(CCCCC(CCCC(CCC)C)C)C)C